C1(C(CC=CC1)N)N 4-cyclohexene-1,2-diamine